tert-butyl N-(3-(6-chloro-3-methyl-pyrazolo[1,5-a]pyrazin-4-yl)oxy-3-methyl-cyclobutyl)carbamate ClC=1N=C(C=2N(C1)N=CC2C)OC2(CC(C2)NC(OC(C)(C)C)=O)C